1-Benzyl-3-[3-(4-bromo-2-methyl-2H-pyrazol-3-yl)-4-methoxy-phenyl]-urea C(C1=CC=CC=C1)NC(=O)NC1=CC(=C(C=C1)OC)C=1N(N=CC1Br)C